6-Trifluoromethyl-N-{(S)-1-carbonyl-1-{{(S)-1-carbonyl-3-[(S)-2-carbonylpyrrolidin-3-yl]propan-2-yl}amino}-3-phenylpropan-2-yl}-1H-indole-2-carboxamide FC(C1=CC=C2C=C(NC2=C1)C(=O)N[C@H](C(N[C@H](C=C=O)C[C@H]1C(NCC1)=C=O)=C=O)CC1=CC=CC=C1)(F)F